OC1=C(C=O)C=CC=C1C(C)(C)C 2-hydroxy-3-t-butylbenzaldehyde